[Cl-].[Cl-].ClC=1C=C(C2=CC=CC=C2C1)C(=[Zr+2](C1=CC=CC2=C3C(=C4C=5C=CC=CC5CC4=C21)C=CC=C3)C3C=CC=C3)C3=CC(=CC2=CC=CC=C32)Cl di-(3-chloronaphthyl)methylene(cyclopentadienyl)(dibenzofluorenyl)zirconium dichloride